methyl (S)-3-(2-(4-(trifluoromethyl)phenyl)acetamido)-1-(5-(trifluoromethyl)pyridin-3-yl)pyrrolidine-3-carboxylate FC(C1=CC=C(C=C1)CC(=O)N[C@@]1(CN(CC1)C=1C=NC=C(C1)C(F)(F)F)C(=O)OC)(F)F